(S)-3-(difluoromethyl)pyrrolidine, hydrochloride salt Cl.FC([C@@H]1CNCC1)F